2',3'-dihydro-1'H-spiro[cyclohexane-1,4'-quinoline] N1CCC2(C3=CC=CC=C13)CCCCC2